O.[NH4+].C(C)(=O)N[C@@H](CS)C(=O)[O-] N-acetylcysteine ammonium salt monohydrate